FC1(OC2=C(O1)C=CC(=C2)[C@H](C)OC2=NC=CC(=C2)N2N=C(C=1CCCC(C21)=O)C(F)(F)F)F (S)-1-(2-(1-(2,2-difluorobenzo[d][1,3]dioxol-5-yl)ethoxy)pyridine-4-yl)-3-(trifluoromethyl)-5,6-dihydro-1H-indazol-7(4H)-one